ClC1=CC=[N+](C=C1)OCC1CCCCC1 4-chloro-1-cyclohexylmethyl-oxy-pyridinium